N1(CCNCC1)C=1C=C(C=NC1)C1=CC=C(C=C1)S(=O)(=O)N1CC(C(CC1)NC1=NC=C(C=C1)C(F)(F)F)O 1-((4-(5-(piperazin-1-yl)pyridin-3-yl)phenyl)sulfonyl)-4-((5-(trifluoromethyl)pyridin-2-yl)amino)piperidin-3-ol